O=C1NC(CCC1N1C(C2=CC=CC(=C2C1)C#CCCC(=O)N1CCN(CC1)C1CCN(CC1)C=1C(=CC2=C(C(C=3NC4=CC(=CC=C4C3C2=O)C#N)(C)C)C1)CC)=O)=O 8-(4-(4-(5-(2-(2,6-dioxopiperidin-3-yl)-1-oxoisoindolin-4-yl)pent-4-ynoyl)piperazin-1-yl)piperidin-1-yl)-9-ethyl-6,6-dimethyl-11-oxo-6,11-dihydro-5H-benzo[b]carbazole-3-carbonitrile